ClC1=CC=CC(=N1)N1CCN(CC1)C(C)=O 1-(4-(6-chloropyridin-2-yl)piperazin-1-yl)ethan-1-one